FC1([C@H](CN(CC1)[C@H](C(=O)NC=1C=C2N(N1)CCC2C2=CC(=CC(=C2)F)F)C)C2=CNC(C=C2)=O)F (2S)-2-((S)-4,4-difluoro-3-(6-oxo-1,6-dihydropyridin-3-yl)piperidin-1-yl)-N-(4-(3,5-difluorophenyl)-5,6-dihydro-4H-pyrrolo[1,2-b]pyrazol-2-yl)propanamide